(2e,6e)-farnesyl diphosphate O(P([O-])(=O)OP(=O)([O-])[O-])C\C=C(/C)\CC\C=C(/C)\CCC=C(C)C